8-Methyl-1,2,3,5,6,7-hexahydro-2,4-diaza-s-indacene hydrochloride Cl.CC=1C=2CCCC2N=C2CNCC12